1,5-dimethylstyrene CC1(C=C)CC=CC(=C1)C